4-tertiary butyl-styrene C(C)(C)(C)C1=CC=C(C=C)C=C1